C(C)(=O)C1=NC(=CC(=N1)NC(CC=1N=CN2C1C=C(C=C2)Cl)=O)NCC=2N=C1N(C=C(C=C1)C1CC1)C2 N-(2-acetyl-6-(((6-cyclopropylimidazo[1,2-a]pyridin-2-yl)methyl)amino)pyrimidin-4-yl)-2-(7-chloroimidazo[1,5-a]pyridin-1-yl)acetamide